CCCCCCCCCC/C=C\CCCCCCCCCC(=O)O[C@H](COC(=O)CCCC/C=C\C/C=C\C/C=C\CCCCC)COP(=O)(O)OC[C@@H](C(=O)O)N 1-(6Z,9Z,12Z-octadecatrienoyl)-2-(11Z-docosenoyl)-glycero-3-phosphoserine